3,5-bis(1,1-dimethylethyl)-4-hydroxy-benzoic acid CC(C)(C)C=1C=C(C(=O)O)C=C(C1O)C(C)(C)C